COC1=C2C=C(C(N(C2=CC=C1)C)=O)C 5-methoxy-1,3-dimethylquinolin-2(1H)-one